5-bromo-4-(2,2-difluoroethyl)-2,3-difluoro-N,N-bis(4-methoxybenzyl)aniline BrC=1C(=C(C(=C(N(CC2=CC=C(C=C2)OC)CC2=CC=C(C=C2)OC)C1)F)F)CC(F)F